7-methyloctan-1-ol CC(CCCCCCO)C